S(C#N)C=1NC2=CC=CC=C2C1 thiocyanatoindole